2-amino-9-((2R,3R,4R,5R)-3-fluoro-4-hydroxy-5-(hydroxymethyl)tetrahydrofuran-2-yl)-1,9-dihydro-6H-purin-6-one NC=1NC(C=2N=CN(C2N1)[C@@H]1O[C@@H]([C@H]([C@H]1F)O)CO)=O